N1(CCCCC1)C1=NN=C(S1)CO (5-(Piperidin-1-yl)-1,3,4-thiadiazol-2-yl)methanol